sodium α-linolenate C(CCCCCCC\C=C/C\C=C/C\C=C/CC)(=O)[O-].[Na+]